COC1=CC=C(C=C1)CN1C(C(CCC1=O)NC1=CC=C(C=C1)C1CCN(CC1)C(=O)OC(C)(C)C)=O tert-butyl 4-[4-[[1-[(4-methoxyphenyl)methyl]-2,6-dioxo-3-piperidyl]amino] phenyl]piperidine-1-carboxylate